((trans)-4-methoxycyclohexyl)methylamine CO[C@@H]1CC[C@H](CC1)CN